4-bromo-benzene-1,2-diamine BrC=1C=C(C(=CC1)N)N